C(C1=CC=CC=C1)OC[C@@H]1O[C@@H](C(NC1)=O)C (2R,6R)-6-(benzyloxymethyl)-2-methylmorpholin-3-one